BrC1=CN(C=2N=C(N=CC21)NCC(C)(C)F)COCC[Si](C)(C)C 5-bromo-N-(2-fluoro-2-methylpropyl)-7-(2-trimethylsilylethoxymethyl)pyrrolo[2,3-d]pyrimidin-2-amine